COCCCCOC=1C=C(C=CC1)S(=O)(=O)Cl 3-(4-methoxy-butoxy)benzenesulfonyl chloride